BrC(C\C=C\CC)Br bromo[(E)-1-bromo-3-hexene]